BrC1=C(C=C(C(=C1)C(C)CC)C(C)CC)Br 1,2-dibromo-4,5-di-sec-butylbenzene